O(C1=CC=CC=C1)C=1C=C2CCNC(C2=CC1OC1=CC=CC=C1)C1=CC=CC=C1 6,7-diphenoxy-1-phenyl-1,2,3,4-tetrahydroisoquinoline